(rac)-cis-Methyl 3-((3-fluorophenyl)ethynyl)-6a,7,9,9a-tetrahydro-5H-pyrrolo[3,4-h]quinoline-8(6H)-carboxylate FC=1C=C(C=CC1)C#CC=1C=NC=2[C@@H]3[C@H](CCC2C1)CN(C3)C(=O)OC |r|